(2S,4S)-1-(tert-butyldimethylsilyloxy)-4-(tert-butyldimethylsilyloxy)-2-methylpyrrolidine-2-carboxylic acid [Si](C)(C)(C(C)(C)C)ON1[C@@](C[C@@H](C1)O[Si](C)(C)C(C)(C)C)(C(=O)O)C